C(N)(OCC(NC(COC1=C2C(N(C(C2=CC=C1)=O)C1C(NC(CC1)=O)=O)=O)=O)C(C)(C)C)=O tert-Butyl(2-(2-((2-(2,6-dioxopiperidin-3-yl)-1,3-dioxoisoindol-4-yl)oxy)acetamido) ethyl) carbamate